C(C)OC1=NC=CC=C1C1=CN(C2=NC(=CC=C21)NC(=O)C2CC2)COCC[Si](C)(C)C N-(3-(2-ethoxypyridin-3-yl)-1-((2-(trimethylsilyl)ethoxy)methyl)-1H-pyrrolo[2,3-b]pyridin-6-yl)cyclopropanecarboxamide